6-chloro-7-(2-cyclopropylphenyl)-4-{3,8-diazabicyclo[3.2.1]oct-3-yl}-8-fluoro-2-{[(2S)-1-methylpyrrolidin-2-yl]methoxy}quinazoline 2-bromo-2-(4,4-dimethylchroman-5-yl)acetate BrC(C(=O)O)C1=C2C(CCOC2=CC=C1)(C)C.ClC=1C=C2C(=NC(=NC2=C(C1C1=C(C=CC=C1)C1CC1)F)OC[C@H]1N(CCC1)C)N1CC2CCC(C1)N2